2-[(2S)-2,4-Dimethylpiperazin-1-yl]-N-(3-(2-[(3-methoxy-1-methyl-1H-pyrazol-4-yl)amino]pyrimidin-4-yl)-1H-indol-7-yl)propanamide C[C@@H]1N(CCN(C1)C)C(C(=O)NC=1C=CC=C2C(=CNC12)C1=NC(=NC=C1)NC=1C(=NN(C1)C)OC)C